N-(3,5-dichloro-4-(2,6-dioxopiperidin-3-yl)benzyl)-2-(5-(difluoromethyl)pyrimidin-2-yl)-2-methylpropanamide ClC=1C=C(CNC(C(C)(C)C2=NC=C(C=N2)C(F)F)=O)C=C(C1C1C(NC(CC1)=O)=O)Cl